C(C)(C)(C)OC(CN1N=C(C(=C1)C=1C=NC(=NC1)NC1CC2=CC=CC=C2C1)OCC(=O)OCC)=O ethyl 2-({1-[2-(tert-butoxy)-2-oxoethyl]-4-{2-[(2,3-dihydro-1H-inden-2-yl)amino]pyrimidin-5-yl}-1H-pyrazol-3-yl}oxy)acetate